3-((4-(3-(4-(1-(4-((5-chloro-4-((2-(dimethylphosphoryl)phenyl)amino)pyrimidin-2-yl)amino)-3-methoxyphenyl)piperidin-4-yl)piperazin-1-yl)azetidin-1-yl)phenyl)amino)piperidine-2,6-dione ClC=1C(=NC(=NC1)NC1=C(C=C(C=C1)N1CCC(CC1)N1CCN(CC1)C1CN(C1)C1=CC=C(C=C1)NC1C(NC(CC1)=O)=O)OC)NC1=C(C=CC=C1)P(=O)(C)C